FC=1C=C(C=C(C1)F)C1=CC=CC(=N1)C[C@@H]1N(CC([C@@H]1NS(=O)(=O)C)(F)F)C(=O)C1(CCC1)O |r| rac-N-[(2S,3R)-2-{[6-(3,5-difluorophenyl)pyridin-2-yl]methyl}-4,4-difluoro-1-(1-hydroxycyclobutane-1-carbonyl)pyrrolidin-3-yl]methanesulfonamide